3-methyl-1-pentene-1,5-sultone CC1C=CS(=O)(=O)OCC1